[N+](=O)([O-])C1=CC=C(C=C1)C1=NN=C(O1)C(=O)NN 5-(4-nitrophenyl)-1,3,4-oxadiazole-2-carbohydrazide